S1(N=CNC2=C1C=CC=N2)(=O)=O 4H-pyrido[2,3-e][1,2,4]thiadiazine 1,1-dioxide